2-bromo-4-iodopyridine BrC1=NC=CC(=C1)I